4-oxo-6-((1S,2S)-2-(pyrimidin-5-yl)cyclobutyl)-1-((S)-1-(6-(trifluoromethyl)pyridin-3-yl)ethyl)-4,5-dihydro-1H-pyrazolo[3,4-d]pyrimidine-3-carbonitrile O=C1C2=C(N=C(N1)[C@@H]1[C@H](CC1)C=1C=NC=NC1)N(N=C2C#N)[C@@H](C)C=2C=NC(=CC2)C(F)(F)F